[8-(1-octylnonoxy)-8-oxo-octyl](2S)-4-[3-(1H-imidazole-2-carbonylamino)propanoyloxy]-1-(6-oxo-6-undecoxy-hexyl)pyrrolidine-2-carboxylate C(CCCCCCC)C(CCCCCCCC)OC(CCCCCCCOC(=O)[C@H]1N(CC(C1)OC(CCNC(=O)C=1NC=CN1)=O)CCCCCC(OCCCCCCCCCCC)=O)=O